3-[5-[4-(1-methyl-1-piperazin-1-yl-ethyl)-1-piperidyl]-1-oxo-isoindolin-2-yl]piperidine-2,6-dione CC(C)(N1CCNCC1)C1CCN(CC1)C=1C=C2CN(C(C2=CC1)=O)C1C(NC(CC1)=O)=O